dodecanyl-phosphinic acid C(CCCCCCCCCCC)P(O)=O